ClC1=NC=C(N=C1)SC1=C(C=NC=C1)Cl 2-chloro-5-((3-chloropyridin-4-yl)thio)pyrazine